FC(C=1C(=NC=CC1)C(C(C(=O)OC)=C)O)F methyl 2-((3-(difluoromethyl)pyridin-2-yl)(hydroxy)methyl)acrylate